CN1N=C(C2=CC=CC(=C12)OC1CCN(CC1)C(=O)C1=C2C(=NN1C)CCC2)C2C(NC(CC2)=O)=O 3-(1-Methyl-7-((1-(2-methyl-2,4,5,6-tetrahydrocyclopenta[c]pyrazole-3-carbonyl)piperidin-4-yl)oxy)-1H-indazol-3-yl)piperidine-2,6-dione